3-(1H-indol-3-yl)-4-(2-(4-methylpiperazin-1-yl)quinazolin-4-yl)-1H-pyrrole-2,5-dione N1C=C(C2=CC=CC=C12)C=1C(NC(C1C1=NC(=NC2=CC=CC=C12)N1CCN(CC1)C)=O)=O